C(C)(C)C1=C(C=CC=C1)[C@H]1N(CCN(C1)CC=1C=C2CCCOC2=C(C1)OC)C1CC2(C1)CCNCC2 (R)-2-(2-(2-isopropylphenyl)-4-((8-methoxychroman-6-yl)methyl)piperazin-1-yl)-7-azaspiro[3.5]nonane